Cl.C(C)(C)(C)C1=CC=C(CN2CCC(CC2)N2C(=NC3=C2C=CC=C3)C(F)(F)F)C=C1 1-(1-(4-(tert-butyl)benzyl)piperidin-4-yl)-2-(trifluoromethyl)-1H-benzo[d]imidazole hydrochloride